C1(CCCC1)COC1=C(C=CC=C1)CN (2-(cyclopentylmethoxy)phenyl)methylamine